1-[5-Fluoro-6-(2-methoxyethoxy)-2-pyridyl]ethanone FC=1C=CC(=NC1OCCOC)C(C)=O